ClC=1C=C(C=C(C1Cl)Cl)[C@@]1(CC(=NO1)C=1SC(=C2C1CCCC2)C(=O)N)C(F)(F)F 3-[(5S)-5-(3,4,5-trichlorophenyl)-5-(trifluoromethyl)-4H-isoxazol-3-yl]-4,5,6,7-tetrahydro-2-benzothiophene-1-carboxamide